2-{[3-(5-methyl-2-thienyl)-1H-pyrazol-5-yl]carbonyl}-1-(2-pyridinyl)-2,3,4,9-tetrahydro-1H-beta-carboline CC1=CC=C(S1)C1=NNC(=C1)C(=O)N1C(C=2NC3=CC=CC=C3C2CC1)C1=NC=CC=C1